C[Si](OCCNC(C(CCSC)NC(OC(C)(C)C)=O)=O)(C(C)(C)C)C tert-Butyl (11,11,12,12-tetramethyl-6-oxo-10-oxa-2-thia-7-aza-11-silatridecan-5-yl)carbamate